NC1=C(C=C(C=N1)C1=NN2C(=C1)C1(CN(CC1)C(=O)N[C@@H](C)C1=CC=NC=C1)OCC2)C(F)(F)F 2-[6-amino-5-(trifluoromethyl)pyridin-3-yl]-N-[(1S)-1-(pyridin-4-yl)ethyl]-6,7-dihydrospiro[pyrazolo[5,1-c][1,4]oxazine-4,3'-pyrrolidine]-1'-carboxamide